1,2-bis((2,2,6,6-tetramethylphosphinan-1-yl)methyl)benzene CC1(P(C(CCC1)(C)C)CC1=C(C=CC=C1)CP1C(CCCC1(C)C)(C)C)C